(3,4-Epoxycyclohexyl)methyl Acrylate C(C=C)(=O)OCC1CC2C(CC1)O2